C(C1=CC=CC=C1)OC1CC2(C(N3[C@H](O2)CC[C@H]3C3=NC=C(C=C3)F)=O)C1 (1s,3R,5'S,7a'R)-3-(benzyloxy)-5'-(5-fluoropyridin-2-yl)tetrahydro-3'H-spiro[cyclobutane-1,2'-pyrrolo[2,1-b]oxazol]-3'-one